NC1=CC=2CC3=CC=C(C=C3C2C=C1)N(C1=CC=CC=C1)CC 2-amino-6-(N-ethylanilino)fluorene